ClC=1C=C(C=CC1)[C@@H]1C[C@H](C1)NS(=O)(=O)C1=CC(=C(N1)C)C(=O)OCC Ethyl 5-(N-((trans)-3-(3-chlorophenyl)cyclobutyl)sulfamoyl)-2-methyl-1H-pyrrole-3-carboxylate